Pyrroline-carboxylate N1(C=CCC1)C(=O)[O-]